FC1=C(C=C(C=C1OC)OC)C1CCC=2C=NNC2C1 6-(2-fluoro-3,5-dimethoxyphenyl)-4,5,6,7-tetrahydro-1H-indazol